Thiophene-4(5H)-one S1C=CC(C1)=O